FC1=C(C(=NC=C1)NC=1C=C(C=CC1C)NC(C1=NC=CC(=C1)C(F)(F)F)=O)C1=C2N=CN(C2=NC=N1)C1OCCCC1 N-(3-((4-fluoro-3-(9-(tetrahydro-2H-pyran-2-yl)-9H-purin-6-yl)pyridin-2-yl)amino)-4-methylphenyl)-4-(trifluoromethyl)picolinamide